2-amino-N-(1-(5-((1-methyl-1H-pyrazol-4-yl)ethynyl)-4-oxo-3-phenyl-3,4-dihydrophthalazin-2(1H)-yl)ethyl)pyrazolo[1,5-a]pyrimidine-3-carboxamide NC1=NN2C(N=CC=C2)=C1C(=O)NC(C)N1CC2=CC=CC(=C2C(N1C1=CC=CC=C1)=O)C#CC=1C=NN(C1)C